[(2S,3S,4E,6R,7R,10R)-7,10-dihydroxy-2-[(2E,4E)-6-hydroxy-6-thiophen-2-ylhepta-2,4-dien-2-yl]-3,7-dimethyl-12-oxo-1-oxacyclododec-4-en-6-yl] acetate C(C)(=O)O[C@@H]1/C=C/[C@@H]([C@H](OC(C[C@@H](CC[C@@]1(C)O)O)=O)\C(\C)=C\C=C\C(C)(C=1SC=CC1)O)C